BrC1=CC=CC=2OC(OC21)(C)C2=C(C=C(C=C2)Cl)F 4-bromo-2-(4-chloro-2-fluorophenyl)-2-methyl-1,3-benzodioxole